[N+](=O)([O-])C1=CC=C(C=C1)NS(=O)(=O)C1=CC=C(C=C1)C N-(4-nitrophenyl)-4-methylbenzenesulfonamide